OC1=CC=NC=2NN=NC21 hydroxy-7-azabenzotriazol